N[C@@H]1[C@@H](OCC12CCN(CC2)C=2C(=NC(=C(N2)C)SC2=C(C(=NC=C2)N2CC(C2)CS(=O)(=O)C)Cl)CO)C (3-((3S,4S)-4-amino-3-methyl-2-oxa-8-azaspiro[4.5]decan-8-yl)-6-(3-chloro-2-(3-(methylsulfonylmethyl)azetidin-1-yl)pyridin-4-ylsulfanyl)-5-methylpyrazin-2-yl)methanol